[3-[1-[(2,4-dimethoxyphenyl)methylamino]-4-methylphthalazin-6-yl]-5-fluoro-4-methoxyphenyl]Boric acid COC1=C(C=CC(=C1)OC)CNC1=NN=C(C2=CC(=CC=C12)C=1C=C(C=C(C1OC)F)OB(O)O)C